(S)-2-Amino-3-(4-methoxycarbonylphenyl)propanoic acid N[C@H](C(=O)O)CC1=CC=C(C=C1)C(=O)OC